C(#N)C=1C=C(CNC2=NC=C(C=N2)C(=O)NN)C=CC1 2-((3-cyanobenzyl)amino)pyrimidine-5-carbohydrazide